1-[3-(4-{[5-(4-Methylphenyl)pentyl]oxy}phenyl)propanoyl]azetidin-3-yl dihydrogen phosphate ammonium salt [NH4+].P(=O)(OC1CN(C1)C(CCC1=CC=C(C=C1)OCCCCCC1=CC=C(C=C1)C)=O)(O)O